CN1CCN(CC1)C1=CC=C(C=C1)NC=1N=CC2=C(N1)N=C(C=C2C#C[Si](C(C)C)(C(C)C)C(C)C)NC(=O)NCC2COC2 1-(2-{[4-(4-methylpiperazin-1-yl)phenyl]amino}-5-[2-(triisopropylsilyl)ethynyl]pyrido[2,3-d]pyrimidin-7-yl)-3-(oxetan-3-ylmethyl)urea